3-[4-(methylsulfonyl)phenyl]-N-(3-fluorophenyl)-1H-pyrazole-4-carboxamide CS(=O)(=O)C1=CC=C(C=C1)C1=NNC=C1C(=O)NC1=CC(=CC=C1)F